C(C1=CC=CC=C1)N1C[C@H](OC(C1)(C)C)C=O (2S)-4-benzyl-6,6-dimethyl-morpholine-2-carbaldehyde